C(C)(C)(C)OC(=O)N1C2CN(CC1CC2)C=2C=1N(N=CC2)C=C(C1)C1=CN=NC=C1 3-(6-(Pyridazin-4-yl)pyrrolo[1,2-b]pyridazin-4-yl)-3,8-diazabicyclo[3.2.1]octane-8-carboxylic acid tert-butyl ester